COCCN(CCNC(=O)C=1C=C(C(=NC1)C)NC(=O)C=1C=NN2C1SC(=C2)C=2C=NN(C2)C)CCOC N-(5-((2-(bis(2-methoxyethyl)amino)ethyl)carbamoyl)-2-methylpyridin-3-yl)-2-(1-methyl-1H-pyrazol-4-yl)pyrazolo[5,1-b]thiazole-7-carboxamide